BrC1=CC=CC=2C(C3=CC=CC(=C3C12)Cl)(C1=CC=CC=C1)C1=CC=CC=C1 4-bromo-5-chloro-9,9-diphenyl-9H-fluorene